2-(4-((3S)-1-((2-(2,6-dioxopiperidin-3-yl)-6-fluoro-1-oxoisoindolin-5-yl)methyl)piperidin-3-yl)phenyl)-2H-indazole-7-carboxamide O=C1NC(CCC1N1C(C2=CC(=C(C=C2C1)CN1C[C@@H](CCC1)C1=CC=C(C=C1)N1N=C2C(=CC=CC2=C1)C(=O)N)F)=O)=O